C1(=CC=CC=C1)N1N=CC(=C1)NC(=O)C=1N=C(SC1)C=1C=NNC1 N-(1-phenyl-1H-pyrazol-4-yl)-2-(1H-pyrazol-4-yl)-1,3-thiazole-4-carboxamide